1-(5-bromo-2-pyridyl)cyclobutanecarbonitrile BrC=1C=CC(=NC1)C1(CCC1)C#N